(1-(6,7-difluoro-1-methyl-[1,2,4]triazolo[4,3-a]quinazolin-5-yl)-2,3,4,5-tetrahydro-1H-benzo[b]azepin-6-yl)-2,2-dimethylbut-3-ynenitrile FC1=C2C(=NC=3N(C2=CC=C1F)C(=NN3)C)N3C1=C(CCCC3)C(=CC=C1)C#CC(C#N)(C)C